ethyl (4-(allyl(3-(trifluoromethyl)benzyl)amino)-2-aminophenyl)carbamate C(C=C)N(C1=CC(=C(C=C1)NC(OCC)=O)N)CC1=CC(=CC=C1)C(F)(F)F